3-methoxy-10H-indolo[1,2-a]indol-10-one COC1=CC=C2C=C3N(C2=C1)C=1C=CC=CC1C3=O